2-(aminomethyl)-4-{4-[(1S)-1-{[5-(4-fluorophenoxy)pyridin-2-yl]carbamoyl}ethyl]-2,2-dimethylpiperazine-1-carbonyl}pyridin-1-ium-1-olate NCC1=[N+](C=CC(=C1)C(=O)N1C(CN(CC1)[C@@H](C)C(NC1=NC=C(C=C1)OC1=CC=C(C=C1)F)=O)(C)C)[O-]